ethylen-diamin-tetra-acetic acid C(CN(CC(=O)O)CC(=O)O)N(CC(=O)O)CC(=O)O